CN1N=C(C=CC1=O)C=1OC2=C(N1)C=C(C=C2)[N+](=O)[O-] 2-methyl-6-(5-nitro-1,3-benzooxazol-2-yl)-2,3-dihydropyridazin-3-one